C(C)C1(CNCC1)C1CCN(CC1)C 4-(3-ethylpyrrolidin-3-yl)-1-methyl-piperidine